2-((4-((3-(4-methoxyphenyl)isoxazol-5-yl)amino)pyrimidin-2-yl)amino)ethan-1-ol ethyl-5-chloro-1-(2-fluorobenzyl)-4-formyl-1H-pyrazole-3-carboxylate C(C)N1N(C(=C(C1C(=O)OCCNC1=NC=CC(=N1)NC1=CC(=NO1)C1=CC=C(C=C1)OC)C=O)Cl)CC1=C(C=CC=C1)F